[Si](C)(C)(C(C)(C)C)OCCS(=O)(=O)CC(CCC[C@](C(=O)O)(C)C1=CC(=CC=C1)C[C@H](COC(C)=O)OC(C)=O)(C)C (R)-7-((2-((tert-butyldimethylsilyl)oxy)ethyl)sulfonyl)-2-(3-((R)-2,3-diacetoxypropyl)phenyl)-2,6,6-trimethylheptanoic acid